BrC1=C2C=NN(C2=C(C(=C1)F)CNC(C1=C(C=CC(=C1)F)OC)=O)COCC[Si](C)(C)C N-((4-Bromo-6-fluoro-1-((2-(trimethylsilyl)ethoxy)methyl)-1H-indazol-7-yl)methyl)-5-fluoro-2-methoxybenzamide